1-((1R,2S)-2,6,6-trimethylcyclohex-3-en-1-yl)butan-1-one C[C@@H]1[C@H](C(CC=C1)(C)C)C(CCC)=O